FC1=C(C=CC=C1)NC(=O)C=1OC(=CC1)C1=C(N=CN1CC1OCCC1)C1=CC=C(C=C1)F N-(2-fluorophenyl)-5-(4-(4-fluorophenyl)-1-((tetrahydrofuran-2-yl)methyl)-1H-imidazol-5-yl)furan-2-carboxamide